(S)-2-hydroxy-6-((1-(2-(hydroxymethyl)nicotinyl)piperidin-2-yl)methoxy)benzaldehyde OC1=C(C=O)C(=CC=C1)OC[C@H]1N(CCCC1)CC1=C(N=CC=C1)CO